2-(2-((5-Bromo-2-((2-methoxy-5-methyl-4-(4-(4-methylpiperazin-1-yl)piperidin-1-yl)Phenyl)amino)pyrimidin-4-yl)amino)-4-methoxyphenyl)propan-2-ol BrC=1C(=NC(=NC1)NC1=C(C=C(C(=C1)C)N1CCC(CC1)N1CCN(CC1)C)OC)NC1=C(C=CC(=C1)OC)C(C)(C)O